3-((S)-5-(4-((4-(6-(6-((R)-2-(3-fluorophenyl)pyrrolidin-1-yl)imidazo[1,2-b]pyridazin-3-yl)pyridin-2-yl)piperazin-1-yl)methyl)phenyl)-2-oxooxazolidin-3-yl)piperidine-2,6-dione FC=1C=C(C=CC1)[C@@H]1N(CCC1)C=1C=CC=2N(N1)C(=CN2)C2=CC=CC(=N2)N2CCN(CC2)CC2=CC=C(C=C2)[C@H]2CN(C(O2)=O)C2C(NC(CC2)=O)=O